1-({4-[1-cyclopropyl-4-(trifluoromethyl)imidazol-2-yl]-3-methoxyphenyl}methyl)-7-(4-cyclopropyl-6-methoxypyrimidin-5-yl)-8-fluoro-1,6-naphthyridin-2-one C1(CC1)N1C(=NC(=C1)C(F)(F)F)C1=C(C=C(C=C1)CN1C(C=CC2=CN=C(C(=C12)F)C=1C(=NC=NC1OC)C1CC1)=O)OC